(4-Chloro-2-fluorophenyl)(1-oxa-6-azaspiro[2.5]octan-6-yl)methanone ClC1=CC(=C(C=C1)C(=O)N1CCC2(CO2)CC1)F